O/C(/C=C/C1=C(C(C2=CC=CC=C2C1=O)=O)C)=C\C(\C=C\C1=C(C(C2=CC=CC=C2C1=O)=O)C)=O 3,3'-((1E,3Z,6E)-3-Hydroxy-5-Oxohepta-1,3,6-triene-1,7-diyl)Bis(2-Methylnaphthalene-1,4-dione)